C(C)C(C)O.C(C)C(C)O.C(C)C(C)O.C(C)C(C)O.[Zr] zirconium tetrakis(monoethyl-ethanol)